C(C1=CC=CC=C1)OCCCOC1=C(C=CC=C1)N1CCOCC1 4-(2-(3-(benzyloxy)propoxy)phenyl)morpholine